FC(CON=CN1N=CN=C1)(F)F (1H-1,2,4-triazol-1-yl)methanone-O-(2,2,2-trifluoroethyl) oxime